2-tert-butyl-9,10-diethoxyanthracene C(C)(C)(C)C1=CC2=C(C3=CC=CC=C3C(=C2C=C1)OCC)OCC